COC([C@H](CCC1=NC2=C(N1C)C=CC(=C2)N)NC(=O)OC(C)(C)C)=O (2S)-4-(5-amino-1-methyl-benzoimidazol-2-yl)-2-(tert-butoxycarbonylamino)butanoic acid methyl ester